F[B-](F)(F)F.C(C)(C)N1C=[N+](C=C1)C(C)C 1,3-Diisopropyl-imidazolium tetrafluoroborate